[Na+].C(CC)S(=O)(=O)[O-] propane-1-sulfonic acid sodium salt